4,6-Dichloro-2-[[2-(trifluoromethyl)-4-pyridyl]methyl]pyrimidine ClC1=NC(=NC(=C1)Cl)CC1=CC(=NC=C1)C(F)(F)F